ethyl 5-(4-bromophenyl)-2-[(2-methoxy-2-oxo-ethyl)amino]pentanoate BrC1=CC=C(C=C1)CCCC(C(=O)OCC)NCC(=O)OC